COC(=S)C12CC(C1)(C2)C(N)=O 3-carbamoyl-thiobicyclo[1.1.1]Pentane-1-carboxylic acid methyl ester